CC1(C(C=C(C=C1)C)N)N 2,5-dimethylphenylenediamine